L-2,4-diaminobutyrylbenzylamine hydrochloride Cl.N[C@H](C(=O)NCC1=CC=CC=C1)CCN